tert-butyl 4-((5-(2-bromoacetyl)thiophen-2-yl)(hydroxy)methyl)piperidine-1-carboxylate BrCC(=O)C1=CC=C(S1)C(C1CCN(CC1)C(=O)OC(C)(C)C)O